(S)-1-((S)-8-(4'-(Azetidin-1-ylmethyl)biphenyl-3-ylsulfonyl)-1-oxa-8-azaspiro[4.5]-decan-3-ylamino)-3-(3-(1-(hydroxymethyl)cyclopropylsulfonyl)phenoxy)propan-2-ol N1(CCC1)CC1=CC=C(C=C1)C1=CC(=CC=C1)S(=O)(=O)N1CCC2(C[C@@H](CO2)NC[C@@H](COC2=CC(=CC=C2)S(=O)(=O)C2(CC2)CO)O)CC1